3-iodo-1-methyl-4,5,6,7-tetrahydro-1H-pyrazolo[4,3-c]pyridine 2,2,2-trifluoroacetate FC(C(=O)O)(F)F.IC1=NN(C2=C1CNCC2)C